C[C@@H]1COCCN1C1=CC(=C2C(=N1)C(=NS2)C2=CC=NN2C2OCCCC2)C2(CCCCC2)C#N 1-(5-((R)-3-methylmorpholino)-3-(1-(tetrahydro-2H-pyran-2-yl)-1H-pyrazol-5-yl)isothiazolo[4,5-b]pyridin-7-yl)cyclohexane-1-carbonitrile